C(CCC)C1=CC=C(C=C1)P(C1=CC=C(C=C1)CCCC)C1=CC=C(C=C1)CCCC tri(4-butylphenyl)-phosphine